FC1=CC=C(C=C1)C=1C(C(=CN(C1)CC(F)(F)F)C(=O)O)=O 5-(4-fluorophenyl)-4-oxo-1-(2,2,2-trifluoroethyl)-1,4-dihydropyridine-3-carboxylic acid